C(C)(C)(C)C1=C(C=CC=C1)C=1NC=C(C1)C1=CC=CC=C1 2-(t-butylphenyl)-4-phenyl-pyrrole